C(#N)[Al]1C(C(=C(C(=C1C#N)C#N)C#N)C#N)C#N 1,2,3,4,5,6-hexacyano-2H-aluminine